(S)-benzyl 3-((tert-butoxycarbonyl) amino)-1-oxa-8-azaspiro[4.5]decane-8-carboxylate C(C)(C)(C)OC(=O)N[C@@H]1COC2(C1)CCN(CC2)C(=O)OCC2=CC=CC=C2